9-(3-fluorophenyl)-9-bromofluorene FC=1C=C(C=CC1)C1(C2=CC=CC=C2C=2C=CC=CC12)Br